5-(6'-Methyl-[1,1':3',1''-ter-phenyl]-2-yl)-2-(3-(3-(pyridin-2-yl)phenoxy)phenyl)pyridine CC1=CC=C(C=C1C1=C(C=CC=C1)C=1C=CC(=NC1)C1=CC(=CC=C1)OC1=CC(=CC=C1)C1=NC=CC=C1)C1=CC=CC=C1